(2-(benzyloxy)-4,6-dihydroxyphenyl)(7-((oxetan-3-ylamino)methyl)-3,4-dihydroisoquinolin-2(1H)-yl)methanone diphenylcyclohexylphenyl-phosphite C1(=CC=CC=C1)C=1C(=C(C=CC1)P(O)(O)(O)C1CCCCC1)C1=CC=CC=C1.C(C1=CC=CC=C1)OC1=C(C(=CC(=C1)O)O)C(=O)N1CC2=CC(=CC=C2CC1)CNC1COC1